C(C)N(CCCNC(=O)C1=CC=C(C=C1)NC(=O)C1=NN2C(N=CC=C2C2=CC(=C(C=C2)OC)OC)=C1)CC N-(4-((3-(diethylamino)propyl)carbamoyl)phenyl)-7-(3,4-dimethoxyphenyl)pyrazolo[1,5-a]pyrimidine-2-carboxamide